C(C)(C)(C)C=1C=CC2=C(NC(=N2)SCC(=O)NCC2=CC(=C(C=C2)O)O)C1 2-((6-(tert-butyl)-1H-benzo[d]imidazol-2-yl)thio)-N-(3,4-dihydroxybenzyl)acetamide